CC=1C=C2CCCN(C2=CC1)C(SCC(=O)NC1=C(C=C(C=C1)S(N)(=O)=O)Cl)=O S-{2-[(2-chloro-4-sulfamoylphenyl)amino]-2-oxoethyl} 6-methyl-3,4-dihydroquinoline-1(2H)-carbothioate